C1(CCCCC1)CN1CCCC1 1-(cyclohexylmethyl)pyrrolidin